2-(1,3-dimethyl-2,6-dioxo-1,2,3,6-tetrahydropurin-7-yl)-N-{4-[1-(2,4,6-trimethylphenyl)-1H-[1,2,3]triazol-4-yl]phenyl}acetamide CN1C(N(C=2N=CN(C2C1=O)CC(=O)NC1=CC=C(C=C1)C=1N=NN(C1)C1=C(C=C(C=C1C)C)C)C)=O